(5-(2-cyclopropylethyl)-1-(2,6-dimethoxyphenyl)-2-(6-ethoxypyridin-2-yl)-1H-imidazo[4,5-b]pyrazin-6-yl)methanesulfonamide C1(CC1)CCC=1N=C2C(=NC1CS(=O)(=O)N)N(C(=N2)C2=NC(=CC=C2)OCC)C2=C(C=CC=C2OC)OC